((3S,4S,6S)-6-((S)-1-(4-fluorophenyl)-1,2,3,4-tetrahydroisoquinoline-2-carbonyl)-5-hydroxytetrahydro-2H-pyran-4-yl) carbamate C(N)(O[C@H]1CCO[C@@H](C1O)C(=O)N1[C@H](C2=CC=CC=C2CC1)C1=CC=C(C=C1)F)=O